(2-(2,6-dioxopiperidin-3-yl)-3-oxoisoindolin-5-yl)methyl(3-chloro-4-methylphenyl)carbamate O=C1NC(CCC1N1CC2=CC=C(C=C2C1=O)OC(N(C1=CC(=C(C=C1)C)Cl)C)=O)=O